FC=1C(=C(C=CC1)NC(=S)C=1C(N(CCC1)C(=O)[O-])=O)OC 3-[(3-fluoro-2-methoxyphenyl)carbamothioyl]-2-oxo-5,6-dihydropyridine-1-carboxylate